7-[5-chloro-4-(3,3-difluorocyclobutyl)oxy-2-pyrazol-1-ylphenyl]-N-[(2,4-dimethoxyphenyl)methyl]cinnolin-4-amine ClC=1C(=CC(=C(C1)C1=CC=C2C(=CN=NC2=C1)NCC1=C(C=C(C=C1)OC)OC)N1N=CC=C1)OC1CC(C1)(F)F